FC(C)(F)C=1C=C(C(=O)NCC2=NC=C3C=CC(=NC3=C2)C2=NC(=CC=C2)N2C[C@@H](O[C@@H](C2)C)C)C=CC1 3-(1,1-difluoroethyl)-N-((2-(6-((cis)-2,6-dimethylmorpholino)pyridin-2-yl)-1,6-naphthyridin-7-yl)methyl)benzamide